ClC1=C(C=CC(=C1)Cl)[C@@H](C)NC=1C=2C(N=C(N1)N1CCC(CC1)C1CN(CCC1)C(=O)OC(C)(C)C)=CN(N2)C tert-butyl 1'-(7-{[(1R)-1-(2,4-dichlorophenyl)ethyl] amino}-2-methylpyrazolo[4,3-d]pyrimidin-5-yl)-[3,4'-bipiperidine]-1-carboxylate